N[C@H](C(=O)N[C@H](C(=O)O)CC(C)C)CCC1=NC2=C(N1C)C=CC(=C2)N(C(C(Cl)([2H])[2H])([2H])[2H])C(C([2H])([2H])Cl)([2H])[2H] (2S)-2-[[(2S)-2-amino-4-[5-[bis(2-chloro-1,1,2,2-tetradeuterio-ethyl)amino]-1-methyl-benzimidazol-2-yl]butanoyl]amino]-4-methyl-pentanoic acid